C1(CC1)[C@@H](C)N1C=C2NC=3N(C=C2C1)N=C(C3)C 6-[(1R)-1-cyclopropylethyl]-2-methyl-6,7-dihydro-4H-pyrazolo[1,5-a]pyrrolo[3,4-d]pyrimidine